(R)-2-hydroxy-N,N-dimethyl-3-((2-((1-(5-methylfuran-2-yl)propyl)amino)-3,4-dioxocyclobut-1-en-1-yl)amino)benzamide OC1=C(C(=O)N(C)C)C=CC=C1NC1=C(C(C1=O)=O)N[C@H](CC)C=1OC(=CC1)C